boric acid monoethanolamine salt C(O)CN.B(O)(O)O